propyl-(benzyl)dimethoxysilane C(CC)[Si](OC)(OC)CC1=CC=CC=C1